ClC1=CC=CC(=N1)C(C)N1C(C=2N([C@@H](C1)CO)N=C1C2CN([C@@H](C1)C)C(C1=CC(=C(C=C1)Cl)Cl)=O)=O (3R,7S)-9-(1-(6-Chloropyridin-2-yl)ethyl)-2-(3,4-dichlorobenzoyl)-7-(hydroxymethyl)-3-methyl-1,2,3,4,8,9-hexahydropyrido[4',3':3,4]pyrazolo[1,5-a]pyrazin-10(7H)-one